CO[C@H]1CN[C@@H](C=2C=CC=NC12)C (5R,8S)-8-methoxy-5-methyl-5,6,7,8-tetrahydro-1,6-naphthyridine